C(C)OC(=O)C=1C=NN(C1)COC1=CC=C(C=C1)OC 1-[(4-methoxyphenoxy)methyl]-1H-pyrazole-4-carboxylic acid ethyl ester